trihexyltetradecylphosphonium bis(2,4,4-trimethylpentyl)dithiophosphinate CC(CP([S-])(=S)CC(CC(C)(C)C)C)CC(C)(C)C.C(CCCCC)[P+](CCCCCCCCCCCCCC)(CCCCCC)CCCCCC